1-oxo-2,3,4,9-tetrahydro-1H-carbazol O=C1CCCC=2C3=CC=CC=C3NC12